(5-bromo-3-(ethylsulfonyl)pyridin-2-yl)-9-methyl-8-(trifluoromethyl)-9H-purine BrC=1C=C(C(=NC1)C1=NC=C2N=C(N(C2=N1)C)C(F)(F)F)S(=O)(=O)CC